2-(4-((4,4-Difluoro-3-methylpiperidin-1-yl)methyl)-6-(trifluoromethyl)pyridin-2-yl)-6-(3-((4-methyl-4H-1,2,4-triazol-3-yl)methyl)oxetan-3-yl)isoindolin-1-one FC1(C(CN(CC1)CC1=CC(=NC(=C1)C(F)(F)F)N1C(C2=CC(=CC=C2C1)C1(COC1)CC1=NN=CN1C)=O)C)F